5-bromo-6-cyclopentyl-2-(1,3,5-trimethyl-1H-pyrazol-4-yl)-4(3H)-pyrimidinone BrC=1C(NC(=NC1C1CCCC1)C=1C(=NN(C1C)C)C)=O